C1(=CC=C(C=C1)NC(CC1=NC(=NC=C1)NS(=O)(=O)C1CC1)=O)C1=CC=CC=C1 N-([1,1'-biphenyl]-4-yl)-2-(2-(cyclopropanesulfonamido)pyrimidin-4-yl)acetamide